[N-](S(=O)(=O)C(F)(F)F)S(=O)(=O)C(F)(F)F.C[N+]1(CCCC1)CCC 1-methyl-1-propylpyrrolidinium bis(trifluoromethylsulfonyl)imide